C(C)(C)(C)C1=NN(C(=C1C=O)Cl)C1=NC=CC=N1 3-TERT-BUTYL-5-CHLORO-1-(PYRIMIDIN-2-YL)-1H-PYRAZOLE-4-CARBALDEHYDE